C(C)(C)(C)OC(=O)N1CC(CCC1)N 3-aminopiperidine-1-carboxylic acid tert-butyl ester